N1C=C(C2=CC=CC=C12)CCCNS(=O)(=O)C1=CC=C(C=C1)OCCCC N-(3-(1H-indol-3-yl)propyl)-4-butoxybenzenesulfonamide